OC1=C(C=C(C=C2C(N(C(N(C2=O)C)=O)C)=O)C=C1OC)OC 5-(4-hydroxy-3,5-dimethoxybenzylidene)-1,3-dimethylpyrimidine-2,4,6(1H,3H,5H)-trione